COC(C1=CC(=NC=C1)CN1C[C@H](CC1)N1C(N(C=2C1=NC=CC2)C2=CC(=C(C=C2)C2=CC(=C(C=C2)O)C#N)O)=O)=O (S)-2-((3-(1-(3'-cyano-2,4'-dihydroxy-[1,1'-biphenyl]-4-yl)-2-oxo-1,2-dihydro-3H-imidazo[4,5-b]pyridin-3-yl)pyrrolidin-1-yl)methyl)isonicotinic acid methyl ester